(R)-1-(6-(4-(3-amino-5-chloro-6-methyl-1H-indazol-4-yl)-3-(2,2-dimethyl-4-(morpholinomethyl)piperidin-1-yl)-5-methyl-1H-pyrazol-1-yl)-2-azaspiro[3.3]heptan-2-yl)prop-2-en-1-one NC1=NNC2=CC(=C(C(=C12)C=1C(=NN(C1C)C1CC2(CN(C2)C(C=C)=O)C1)N1C(C[C@@H](CC1)CN1CCOCC1)(C)C)Cl)C